FC(C(=O)[O-])(F)F 2,2,2-trifluoroacetate